1-aminomethanol NCO